Cl.NC=1C(N(C=CC1)[C@@H]1[C@@H](C1)F)=O 3-amino-1-[(1S,2R)-2-fluorocyclopropyl]pyridin-2-one hydrochloride